tert-Butyl (4-((3-(1-cyclopropyl-1H-pyrazol-4-yl)phenyl)((4-(4-methoxy-3-methylphenyl)bicyclo[2.2.2]octan-1-yl)methyl)carbamoyl)cyclohexyl)trans-carbamate C1(CC1)N1N=CC(=C1)C=1C=C(C=CC1)N(C(=O)C1CCC(CC1)NC(OC(C)(C)C)=O)CC12CCC(CC1)(CC2)C2=CC(=C(C=C2)OC)C